OC(COC=1C=C(C=2N(C1)N=CC2C#N)C=2C=NC(=CC2)N2CC1N(C(C2)C1)CC1=CC=C(C=C1)S(=O)(=O)C)(C)C 6-(2-hydroxy-2-methylpropyloxy)-4-(6-(6-(4-(methylsulfonyl)benzyl)-3,6-diazabicyclo[3.1.1]heptan-3-yl)pyridin-3-yl)pyrazolo[1,5-a]pyridine-3-carbonitrile